C(#N)C1=C(C=CC(=C1)C(F)(F)F)S(=O)(=O)N1C[C@@H]([C@](C1)([C@H](C)O)O)OC1=CC(=C(C#N)C=C1)F 4-(((3S,4S)-1-((2-cyano-4-(trifluoromethyl)phenyl)sulfonyl)-4-hydroxy-4-((S)-1-hydroxyethyl)pyrrolidin-3-yl)oxy)-2-fluorobenzonitrile